dibutylamine dithiocarbamate C(N)(S)=S.C(CCC)NCCCC